benzene-1,3-disulfonic acid disodium salt [Na+].[Na+].C1(=CC(=CC=C1)S(=O)(=O)[O-])S(=O)(=O)[O-]